C1(CC1)C(=O)NC1=CC(=C(N=N1)C(=O)NC([2H])([2H])[2H])NC1=C(C(=CC=C1)C1=NN(C=N1)CCOC)OC 6-(Cyclopropanecarboxamido)-4-((2-methoxy-3-(1-(2-methoxyethyl)-1H-1,2,4-triazol-3-yl)phenyl)amino)-N-(methyl-d3)Pyridazine-3-carboxamide